(±)-N-(3-bromo-4-fluorophenyl)-1-fluoro-6,7,8,9-tetrahydro-5H-5,8-epiminocyclohepta[c]pyridine-10-carboxamide BrC=1C=C(C=CC1F)NC(=O)N1C2CCC1CC=1C(=NC=CC12)F